2'-Chloro-4',6-difluoro-5'-(2-(isopropylamino)-1-phenylethyl)-5-(2-methoxyethoxy)-[1,1'-biphenyl]-2-carboxamide trifluoroacetate FC(C(=O)O)(F)F.ClC1=C(C=C(C(=C1)F)C(CNC(C)C)C1=CC=CC=C1)C=1C(=CC=C(C1F)OCCOC)C(=O)N